ClC=1C=CC=C2C=CC=C(C12)C1=CC=C2C(=NC(=NC2=C1F)OCC12CCCN2CCC1)N1C[C@@H](N(CC1)C(C(=C)F)=O)CC#N (S)-2-(4-(7-(8-chloronaphth-1-yl)-8-fluoro-2-((tetrahydro-1H-pyrrolizin-7a(5H)-yl)methoxy)quinazolin-4-yl)-1-(2-fluoroacryloyl)piperazin-2-yl)acetonitrile